C(C=C)OC(=O)NC(C(=O)[O-])C 2-{[(prop-2-en-1-yloxy)carbonyl]amino}propanoate